FC(OC1=CC=C(C=C1)C1=CN=C(C(=N1)C(=O)O)C)F 6-(4-(difluoromethoxy)-phenyl)-3-methylpyrazine-2-carboxylic acid